methyl 4-((4'-(trifluoromethoxy)-[1,1'-biphenyl]-4-yl)thio)-1H-1,2,3-triazole-5-carboxylate FC(OC1=CC=C(C=C1)C1=CC=C(C=C1)SC=1N=NNC1C(=O)OC)(F)F